3,6,9,12-tetraoxapentadecane CCOCCOCCOCCOCCC